O1C(C=CC2=CC=CC=C12)=O 2H-Chromen-2-one